8'-(5-Amino-6-(3-(dimethylamino)azetidin-1-yl)pyridin-3-yl)-7'-fluoro-3-methylspiro[cyclobutane-1,1'-pyrrolo[2,3-c]quinolin]-2'(3'H)-one NC=1C=C(C=NC1N1CC(C1)N(C)C)C1=CC=2C3=C(C=NC2C=C1F)NC(C31CC(C1)C)=O